tert-butyl N-(6-methoxy-3-pyridyl)-N-prop-2-ynyl-carbamate COC1=CC=C(C=N1)N(C(OC(C)(C)C)=O)CC#C